C(C)OC([C@@H](COC=1C=NC(=CC1)Br)O)=O.C1=CC=CC=2C3=CC=CC=C3N(C12)C1=CC=C(C=C1)C1=C(C(=CC(=C1C1=CC=CC=C1)C1=CC=CC=C1)C1=CC=CC=C1)C1=CC=CC=C1 4-(N-carbazolyl)phenyl-2,3,5,6-tetraphenyl-benzene ethyl-(R)-3-((6-bromopyridin-3-yl)oxy)-2-hydroxypropionate